BrC1=C(C=C(C=N1)C1=NC=C(C=C1\C=C\C1=CC=CC=C1)C=1C=NC=CC1)C (E)-6-Bromo-5-methyl-3'-styryl-3,2':5',3''-terpyridine